((3R)-4-amino-3-methyl-1,3-dihydrofuro[3,4-c]quinolin-8-yl)((3R,5S)-3-(6-ethoxy-3-pyridazinyl)-5-methyl-4-morpholinyl)methanone NC1=NC=2C=CC(=CC2C2=C1[C@H](OC2)C)C(=O)N2[C@@H](COC[C@@H]2C)C=2N=NC(=CC2)OCC